C1(C(C=CC=C1)C)(C)SC1(C(C=CC=C1)C)C bisxylenyl sulfide